OC1=C(C=CC=C1)C(C=CC1=CC(=C(C=C1)OCCC(C)C)OC)=O 1-(2-Hydroxyphenyl)-3-[3-methoxy-4-(3-methylbutoxy)phenyl]prop-2-en-1-one